CN1C=CN2N=CC(=C21)C(=O)N2CC1(C2)CC(C1)NC(=O)NC1=CN=NC(=C1)C(F)(F)F 1-(2-(1-methyl-1H-imidazo[1,2-b]pyrazole-7-carbonyl)-2-azaspiro[3.3]heptan-6-yl)-3-(6-(trifluoromethyl)pyridazin-4-yl)urea